O[C@@]1(C(N(CC1)C)=O)C=1N=NN(C1)C1=NC(=CC=C1)C1=NC(=NC=C1)NC1=CC(=NC=C1)C (R)-3-Hydroxy-1-methyl-3-(1-(6-(2-((2-methylpyridin-4-yl)amino)pyrimidin-4-yl)pyridin-2-yl)-1H-1,2,3-triazol-4-yl)pyrrolidin-2-one